Methyl 2-(4'-fluoro-2'-(4-methyl-4H-1,2,4-triazol-3-yl)-[1,1'-biphenyl]-3-yl)benzo[d]thiazole-5-carboxylate FC1=CC(=C(C=C1)C1=CC(=CC=C1)C=1SC2=C(N1)C=C(C=C2)C(=O)OC)C2=NN=CN2C